N1-(2-(dimethylamino)ethyl)-N1-methyl-N4-(5-fluoro-4-(7-methoxy-1H-indol-3-yl)pyrimidin-2-yl)benzene-1,2,4-triamine CN(CCN(C=1C(=CC(=CC1)NC1=NC=C(C(=N1)C1=CNC2=C(C=CC=C12)OC)F)N)C)C